[N].N[C@@H](CCC(=O)O)C(=O)O glutamic acid nitrogen